calcium sesquicarbonate C(O)(O)=O.[Ca+2].C([O-])([O-])=O.C([O-])([O-])=O.[Ca+2]